C1(CCCCC1)[C@@H](C(=O)NC1=CC=C(C=C1)C=1C(=[N+](C=CC1C)[O-])C)NC(=O)C1=C(OC=C1)C (S)-3-(4-(2-cyclohexyl-2-(2-methylfuran-3-carboxamido)acetamido)phenyl)-2,4-dimethylpyridine 1-oxide